CC(CCOC(=O)[C@H](C)NP(=O)(N[C@@H](C)C(=O)OCCC(C)(C)C)OC[C@@]1([C@H]([C@H]([C@@H](O1)N1C(=O)NC(=O)C=C1)O)O)C=C)(C)C 4'-Vinyluridin-5'-{N,N'-bis[(S)-1-(3,3-dimethylbutoxycarbonyl)ethyl] phosphordiamidat}